2-(1-(4-Amino-3-(3-methyl-1H-indol-6-yl)-1H-pyrazolo[3,4-d]pyrimidin-1-yl)ethyl)-3-(3-Fluorophenyl)-4H-chromen-4-one NC1=C2C(=NC=N1)N(N=C2C2=CC=C1C(=CNC1=C2)C)C(C)C=2OC1=CC=CC=C1C(C2C2=CC(=CC=C2)F)=O